C[C@@H]1CN(C[C@@H](O1)C)C=1SC=2C(=NC(=C(C2)[N+](=O)[O-])N2CCCCC2)N1 (2R,6S)-2,6-dimethyl-4-(6-nitro-5-(piperidin-1-yl)thiazolo[4,5-b]pyridin-2-yl)morpholine